tert-butyl 4-(5-hydroxy-2-methyl-2-(4-methylpent-3-en-1-yl)-7-pentyl-2H-chromen-6-carboxamido)piperidin-1-carboxylate OC1=C2C=CC(OC2=CC(=C1C(=O)NC1CCN(CC1)C(=O)OC(C)(C)C)CCCCC)(CCC=C(C)C)C